6-[5-[[1-[2-(aminomethyl)-3,3-difluoro-allyl]-5-oxo-1,2,4-triazol-4-yl]methyl]-3-thienyl]-1-methyl-3,4-dihydroquinolin-2-one NCC(CN1N=CN(C1=O)CC1=CC(=CS1)C=1C=C2CCC(N(C2=CC1)C)=O)=C(F)F